4-({5-[5-(trifluoromethyl)-1,2,4-oxadiazol-3-yl]pyridin-2-yl}methyl)-2H-1,4-benzoxazin-3(4H)-one FC(C1=NC(=NO1)C=1C=CC(=NC1)CN1C(COC2=C1C=CC=C2)=O)(F)F